C1(CCCCC1)NC(=O)C=1N=C(OC1)C1=CC=C(C=C1)O N-Cyclohexyl-2-(4-hydroxyphenyl)oxazole-4-carboxamide